9-[2-(4-nitrophenyl)ethyl]-9-borabicyclo[3.3.1]nonane [N+](=O)([O-])C1=CC=C(C=C1)CCB1C2CCCC1CCC2